iron-aluminum silicate [Si]([O-])([O-])([O-])[O-].[Al+3].[Fe+2]